1-(4-bromo-1-methyl-1H-imidazol-2-yl)-4,4-difluoropiperidine BrC=1N=C(N(C1)C)N1CCC(CC1)(F)F